O1[C@@H](COCC1)COC1=NC(N2C(C3=CC=C(C=C3CC2)CCC(C)(C)O)=C1)=O 2-((S)-1-[1,4]Dioxan-2-ylmethoxy)-9-(3-hydroxy-3-methyl-butyl)-6,7-dihydro-pyrimido[6,1-a]isoquinolin-4-one